4-(1-ethylcyclopentylamino)-2-((1r,4r)-4-methoxycyclohexylamino)pyrimidine-5-carboxamide C(C)C1(CCCC1)NC1=NC(=NC=C1C(=O)N)NC1CCC(CC1)OC